1,1,3,3-tetramethylbutylperoxy-t-butyl monocarbonate C(OC(COOC(CC(C)(C)C)(C)C)(C)C)([O-])=O